BrC1=C(C=CC=C1)NS(=O)(=O)C1=CC=C(C=C1)NS(=O)(=O)C1=CC(=C(C=C1)OC)F N-(4-(N-(2-bromophenyl)sulfamoyl)phenyl)-3-fluoro-4-methoxybenzenesulphonamide